4,6-dimethyl-N2-[7-(1-methyl-2,3,4,7-tetrahydroazepin-5-yl)-2,3-dihydrobenzofuran-5-yl]pyrimidine-2,4-diamine CC1(NC(=NC(=C1)C)NC=1C=C(C2=C(CCO2)C1)C=1CCCN(CC1)C)N